2-((3-chloro-4-fluorophenyl)(phenoxy)methyl)-4-(methylsulfonyl)-1H-imidazole ClC=1C=C(C=CC1F)C(C=1NC=C(N1)S(=O)(=O)C)OC1=CC=CC=C1